BrCC(C(C)Br)Br 1,2,3-tribromobutane